C1(CC1)C=1N=CC2=C3C(=CC(=C2C1)S(NCC(C)C)(=O)=O)[C@@H](C[C@H]3NC3=CC=NC1=CC=CC=C31)NC(=O)C=3C=NC=CC3 |r| N-[trans-(7RS,9RS)-3-cyclopropyl-5-(2-methyl-propylsulfamoyl)-9-(quinolin-4-ylamino)-8,9-dihydro-7H-cyclopenta[h]isoquinolin-7-yl]pyridine-3-carboxamide